chromium tris-histidinate N[C@@H](CC1=CNC=N1)C(=O)[O-].N[C@@H](CC1=CNC=N1)C(=O)[O-].N[C@@H](CC1=CNC=N1)C(=O)[O-].[Cr+3]